2-[4-(1H-pyrazol-5-yl)benzoyl]cyclohexanecarboxamide N1N=CC=C1C1=CC=C(C(=O)C2C(CCCC2)C(=O)N)C=C1